(3,5-dimethylphenolate) Aluminum [Al+3].CC=1C=C(C=C(C1)C)[O-].CC=1C=C(C=C(C1)C)[O-].CC=1C=C(C=C(C1)C)[O-]